C(=O)(O)C1(COCOC1)C(=O)O 5,5-dicarboxyl-1,3-dioxane